C(CCCCCCC\C=C/CCCCCCCCCCCC)(=O)N (Z)-docosa-9-enamide